C(=C)C(CC(=C)C1=CC=C(C=C1)[O-])(CC=C(C)C)C 4-(4-ethenyl-4,7-dimethyl-1,6-octadien-2-yl)phenolate